NC(CO)(CO)C=1N=NN(C1)CCCCCC 2-amino-2-(1-hexyl-1H-1,2,3-triazole-4-yl)-1,3-propanediol